O=C[C@H](O)[C@@H](O)[C@@H](O)[C@H](O)C(=O)O.O=C[C@H](O)[C@H](O)[C@@H](O)[C@@H](O)C Rhamnose galacturonate